C(C)C=1N=C2N(C=C(C=C2)N2CCN(CC2)S(=O)(=O)CCCN2CCCC2)C1N(C=1SC=C(N1)C1=CC=C(C=C1)F)C N-(2-ethyl-6-(4-(3-(pyrrolidin-1-yl)propylsulfonyl)piperazin-1-yl)imidazo[1,2-a]pyridin-3-yl)-4-(4-fluorophenyl)-N-methylthiazol-2-amine